6-(2,5-dioxo-2,5-dihydro-1H-pyrrol-1-yl)-N-(1-(1-(1-isobutyl-1H-pyrrolo[3,2-c]quinolin-4-ylamino)-1-oxo-5-ureidopentan-2-ylamino)-3-methyl-1-oxobutan-2-yl)hexanamide O=C1N(C(C=C1)=O)CCCCCC(=O)NC(C(=O)NC(C(=O)NC1=NC=2C=CC=CC2C2=C1C=CN2CC(C)C)CCCNC(=O)N)C(C)C